C(C)(C)C=1C=CC(=NC1)NC1=NC(=NS1)C1=NC=C(C=C1)OC N-(5-isopropyl-pyridin-2-yl)-3-(5-methoxy-pyridin-2-yl)-1,2,4-thiadiazol-5-amine